5-(2'-fluoro-4'-methyl-3,4,5,6-tetrahydro-2H-[1,3']bipyridinyl-4-yl)-2-methyl-7-(2-trifluoromethyl-benzyl)-2,4,5,7-tetrahydro-pyrazolo[3,4-d]pyrimidin-6-one FC1=NC=CC(=C1N1CCC(CC1)N1C(N(C=2C(C1)=CN(N2)C)CC2=C(C=CC=C2)C(F)(F)F)=O)C